C(=O)NC1=[N+](C=CC=C1)[O-] 2-formamido-pyridine-1-oxide